C(C1=CC(C(=O)N)=CC(C(=O)N)=C1)(=O)N trimesamide